N-((3-((5-((3S,4S)-4-amino-3-methyl-2-oxa-8-azaspiro[4.5]decan-8-yl)-6-(hydroxymethyl)-3-methylpyrazin-2-yl)thio)-2-chloro-phenyl)carbamoyl)benzenesulfonamide N[C@@H]1[C@@H](OCC12CCN(CC2)C=2N=C(C(=NC2CO)SC=2C(=C(C=CC2)NC(=O)NS(=O)(=O)C2=CC=CC=C2)Cl)C)C